N1=CC(=CC=C1)C=1C(=NC(=NC1)NC1=CC(=CC=C1)C(=O)N1CCCC1)N[C@H]1[C@H]([C@@H]2C=C[C@H]1C2)C(=O)N (1S,2S,3R,4R)-3-((5-(pyridin-3-yl)-2-((3-(pyrrolidine-1-carbonyl)phenyl)amino)pyrimidin-4-yl)amino)bicyclo[2.2.1]hept-5-ene-2-carboxamide